tert-butyl (S)-2-(4-(4-((4-(4-chlorophenyl)pyridin-2-yl)carbamoyl)phenyl)-5-(ethoxycarbonyl)-1H-imidazol-2-yl)piperidine-1-carboxylate ClC1=CC=C(C=C1)C1=CC(=NC=C1)NC(=O)C1=CC=C(C=C1)C=1N=C(NC1C(=O)OCC)[C@H]1N(CCCC1)C(=O)OC(C)(C)C